6-hydroxy-4-(4-hydroxy-3-methoxyphenyl)-3-hydroxymethyl-7-methoxy-3,4-dihydro-2-naphthaldehyde OC=1C=C2C(C(C(=CC2=CC1OC)C=O)CO)C1=CC(=C(C=C1)O)OC